Methyl-pyridone CC=1C(NC=CC1)=O